NC(CCCN(CC)[C@@H](C)O)C (R)-(-)-(4-aminopentyl-(ethyl)amino)ethanol